C(C)OC1=NC(=CC(=C1)C1=NC(=C(C(=C1)NCC1(CCCC1)COC)N)N)C(F)(F)F 2'-Ethoxy-N4-{[1-(methoxymethyl)cyclopentyl]methyl}-6'-(trifluoromethyl)[2,4'-bipyridin]-4,5,6-triamine